C(C)N1N=C2C(NC(C(=C2NC(C)C=2N=COC2)C2=NC3=C(N2)C=C(C=C3)N3CCOCC3)=O)=C1 2-ethyl-6-(6-morpholino-1H-benzo[d]imidazol-2-yl)-7-((1-(oxazol-4-yl)ethyl)amino)-2H-pyrazolo[4,3-b]pyridin-5(4H)-one